O[C@@H]1CN(CCC1)C=1C=CC(=NC1)NC=1C=CC(=C2CNC(C12)=O)C1=CN=C2N1C=CN=C2 7-[[5-[(3S)-3-hydroxy-1-piperidyl]-2-pyridyl]amino]-4-imidazo[1,2-a]pyrazin-3-yl-isoindolin-1-one